2-(2-methyl-2,3-dihydropyrrolo[3',2':5,6]pyrido[2,3-b][1,4]oxazin-1(6H)-yl)benzoic acid CC1N(C2=C(OC1)N=C1C(=C2)C=CN1)C1=C(C(=O)O)C=CC=C1